benzyl (1R,5S)-3-(oxetan-3-ylmethyl)-2-oxo-3,6-diazabicyclo[3.1.1]heptane-6-carboxylate O1CC(C1)CN1C([C@@H]2N([C@H](C1)C2)C(=O)OCC2=CC=CC=C2)=O